4-methoxyphenoxyformyl chloride COC1=CC=C(OC(=O)Cl)C=C1